IC=1C=NN(C1C1=C(C2=C(S1)C=CC=C2)C#N)C 2-(4-iodo-1-methyl-1H-pyrazol-5-yl)benzo[b]thiophene-3-carbonitrile